3-amino-2,4,6-trifluorobenzoic acid methyl ester COC(C1=C(C(=C(C=C1F)F)N)F)=O